CN(C(=O)C=1C=C(C2=C(NC(=N2)C)C1)OC(C)=O)C N,N,2-trimethyl-4-acetoxy-1H-benzo[d]imidazole-6-carboxamide